BrC=1C(=C(C(=NC1)N1CCC(CC1)N(C(OC(C)(C)C)=O)C)C#N)C1=CC(=C(C=C1)C#N)F tert-butyl (1-(5-bromo-3-cyano-4-(4-cyano-3-fluorophenyl)pyridine-2-yl)piperidin-4-yl)(methyl)carbamate